N[C@@H]1C2=CC=CC=C2CC12CCN(CC2)C=2NC(C1=C(N2)NN=C1C1(C(C1)(C)C)C1=CC=CC=C1)=O 6-((S)-1-amino-1,3-dihydrospiro[indene-2,4'-piperidine]-1'-yl)-3-(2,2-dimethyl-1-phenylcyclopropyl)-1,5-dihydro-4H-pyrazolo[3,4-d]pyrimidin-4-one